C1(CC1)C(=O)N1[C@@H](CN(CC1)C1=NC(=C(C(=N1)C=1C=NN(C1)C)C#N)CCC(F)(F)F)C 2-[(3R)-4-(cyclopropylcarbonyl)-3-methylpiperazin-1-yl]-4-(1-methyl-1H-pyrazol-4-yl)-6-(3,3,3-trifluoropropyl)pyrimidine-5-carbonitrile